S1C=NC2=C1C(=CC=C2)CCC[C@H]2C[C@@H]1N(CCN(C1)C=1C=NC=CC1)C2=O (7S,8aS)-7-(3-(benzo[d]thiazol-7-yl)propyl)-2-(pyridin-3-yl)hexahydropyrrolo[1,2-a]pyrazin-6(2H)-one